1-(4-(Cyclopentyloxy)-6-(1H-pyrazol-1-yl)-1,3,5-triazin-2-yl)-1H-indole C1(CCCC1)OC1=NC(=NC(=N1)N1N=CC=C1)N1C=CC2=CC=CC=C12